FC1(CN(CC1(C)C)C=1C2=C(N=CN1)N=C(S2)C=2C(=NC(=NC2)OC)OC)F 7-(3,3-difluoro-4,4-dimethyl-pyrrolidin-1-yl)-2-(2,4-dimethoxypyrimidin-5-yl)thiazolo[4,5-d]pyrimidine